3-sec-butyl-6-methylpyrimidine-2,4(1H,3H)-dione sodium salt [Na].C(C)(CC)N1C(NC(=CC1=O)C)=O